6-chloro-6H-dibenzo[c,e][1,2]oxaphosphinine 6-oxide ClP1(OC2=C(C3=C1C=CC=C3)C=CC=C2)=O